tert-butyl 3-(((2-amino-5-(methoxycarbonyl)phenyl)amino)methyl)pyrrolidine-1-carboxylate NC1=C(C=C(C=C1)C(=O)OC)NCC1CN(CC1)C(=O)OC(C)(C)C